C(#N)C(C(=O)NC(OCC)=O)=NNC1=CC(=C(C(=C1)Cl)O)Cl Ethyl (2-cyano-2-(2-(3,5-dichloro-4-hydroxyphenyl)hydrazineylidene)-acetyl)carbamate